SC1=C(C=C(C=C1)[Si](OC)(OC)OC)O 1-mercapto-2-hydroxy-4-(trimethoxysilyl)benzene